2-({6-[(1,3-Benzothiazol-2-yl)amino]-5-methylpyridazin-3-yl}(methyl)amino)-5-[(1E)-2-methyl-3-phenoxyprop-1-en-1-yl]-1,3-thiazole-4-carboxylic acid S1C(=NC2=C1C=CC=C2)NC2=C(C=C(N=N2)N(C=2SC(=C(N2)C(=O)O)\C=C(\COC2=CC=CC=C2)/C)C)C